N1=C2C(=CC=C1)CCC2CC(=O)O.CC2=C(C=C)C(=CC(=C2)Cl)Cl 2-methyl-4,6-dichloroStyrene 6,7-dihydro-5H-cyclopenta[b]pyridin-7-yl-acetate